C(C)OC1C(N(C(N1C)=O)C1=NC=CC(=C1)C(F)(F)F)O 5-ethoxy-4-hydroxy-1-methyl-3-[4-(trifluoromethyl)-2-pyridyl]-imidazolidin-2-one